Racemic-(3R)-1-(5-((3-fluorophenyl)ethynyl)-2,3-dihydro-1H-inden-1-yl)-piperidine-3-carboxylic acid methyl ester COC(=O)[C@H]1CN(CCC1)C1CCC2=CC(=CC=C12)C#CC1=CC(=CC=C1)F |r|